C(C)OC(=O)C=1O[C@]([C@H](C1C1=C(C(=C(C=C1)F)F)OC)C)(C(F)(F)F)C |r| rac-(4S,5R)-3-(3,4-difluoro-2-methoxyphenyl)-4,5-dimethyl-5-(trifluoromethyl)-4,5-dihydrofuran-2-carboxylic acid ethyl ester